CN(C/C=C/C(=O)N[C@H]1CN(CCC1)C(=O)C1=CC=2N(C=C1)C(=C(N2)C=2N(C1=CC=CC=C1C2)CC2=CC=C(C=C2)F)C)C (R,E)-4-(dimethylamino)-N-(1-(2-(1-(4-fluorobenzyl)-1H-indol-2-yl)-3-methylimidazo[1,2-a]pyridine-7-carbonyl)piperidin-3-yl)but-2-enamide